tert-butyl 3-(2,3-dichloro-6-fluorophenyl)-3-{pyrazolo[1,5-a]pyridin-6-ylamino}azetidine-1-carboxylate ClC1=C(C(=CC=C1Cl)F)C1(CN(C1)C(=O)OC(C)(C)C)NC=1C=CC=2N(C1)N=CC2